3-(4-fluorobenzyl)-3-methyl-6-(pyrimidin-4-ylamino)-2,3-dihydroimidazo[1,5-a]pyridine-1,5-dione FC1=CC=C(CC2(NC(C=3N2C(C(=CC3)NC3=NC=NC=C3)=O)=O)C)C=C1